2-(4-amino-6-cyano-9H-pyrimido[4,5-b]indol-9-yl)acetic acid NC1=NC=NC=2N(C3=CC=C(C=C3C21)C#N)CC(=O)O